3-[(2,3-dihydrothieno[3,4-b]-[1,4]dioxin-2-yl)methoxy]-1-methyl-1-propanesulfonic acid potassium [K].O1C=2C(OCC1COCCC(S(=O)(=O)O)C)=CSC2